4-(difluoromethoxy)-2-fluorobenzoic acid FC(OC1=CC(=C(C(=O)O)C=C1)F)F